2,2'-((2-((cyanomethyl)(2-(4-(2-(2-oxoimidazolidin-1-yl)ethyl)piperazin-1-yl)ethyl)amino)ethyl)azanediyl)diacetonitrile C(#N)CN(CCN(CC#N)CC#N)CCN1CCN(CC1)CCN1C(NCC1)=O